CN1C(N(CC=2C1=NC(=NC2)SC)C2CCN(CC21CCC1)C(=O)OC(C)(C)C)=O tert-butyl 9-(1-methyl-7-methylsulfanyl-2-oxo-4H-pyrimido[4,5-d]pyrimidin-3-yl)-6-azaspiro[3.5]nonane-6-carboxylate